(1-(2-(4-chlorophenyl)-3,4-dimethyl-2H-pyrazolo[3,4-d]pyridazin-7-yl)piperidin-4-yl)(4-methylpiperazin-1-yl)methanone ClC1=CC=C(C=C1)N1N=C2C(=NN=C(C2=C1C)C)N1CCC(CC1)C(=O)N1CCN(CC1)C